3-(1-nitroethyl)oxetan-3-ol [N+](=O)([O-])C(C)C1(COC1)O